7-bromo-4-(2,6-diazaspiro[3.4]octan-6-yl)-1-methyl-2-oxo-1,2-dihydroquinoline-3-carbonitrile BrC1=CC=C2C(=C(C(N(C2=C1)C)=O)C#N)N1CC2(CNC2)CC1